3-methyl-1,4-diphenyl-1H-pyrrole-2-carboxylic acid tert-butyl ester C(C)(C)(C)OC(=O)C=1N(C=C(C1C)C1=CC=CC=C1)C1=CC=CC=C1